4-Chloro-2-(methylthio)-7H-pyrrolo[2,3-d]pyrimidine ClC=1C2=C(N=C(N1)SC)NC=C2